CC1=NC(=CC=C1S(=O)(=O)N1CCC2(CC(CO2)NC2CC3(COC3)C2)CC1)C(F)(F)F 8-((2-methyl-6-(trifluoromethyl)pyridin-3-yl)sulfonyl)-N-(2-oxaspiro[3.3]heptan-6-yl)-1-oxa-8-azaspiro[4.5]decan-3-amine